FC(C1=CC2=C(SC(=C2)C(N[C@H](C(N2[C@@H](CCC2)C(=O)N2C[C@@H](OCC2)C2=CC=CC=C2)=O)C(C)(C)O)=O)C=C1)(F)P(O)(O)=O (difluoro(2-(((S)-3-hydroxy-3-methyl-1-oxo-1-((S)-2-((S)-2-phenylmorpholine-4-carbonyl)pyrrolidin-1-yl)butan-2-yl)carbamoyl)benzo[b]thiophen-5-yl)methyl)phosphonic acid